4-(1-(1-(tert-butoxycarbonyl)azetidin-3-yl)piperidin-4-yl)piperazine C(C)(C)(C)OC(=O)N1CC(C1)N1CCC(CC1)N1CCNCC1